C1(=CC=CC=C1)C1=CC(=NC=C1)CC1N(CCCC1)C(=O)[O-] 2-((4-phenylpyridin-2-yl)methyl)piperidine-1-carboxylate